C[C@H]1CC2(CN(C2)C(=O)OC(C)(C)C)CC[C@@H]1OC1CCNCC1 tert-butyl (6S,7S)-6-methyl-7-(4-piperidyloxy)-2-azaspiro[3.5]nonane-2-carboxylate